NC1=C(C=C(C=C1)S(=O)(=O)N)F 4-amino-3-fluorobenzene-1-sulfonamide